1-((2-(trimethylsilyl)ethoxy)methyl)urea C[Si](CCOCNC(=O)N)(C)C